Methylen Methanedisulfonat C1S(=O)(=O)OCOS1(=O)=O